4-(7-(3-((benzyloxy)methyl)-4-ethyl-5-oxo-4,5-dihydro-1H-1,2,4-triazol-1-yl)-6-fluoro-1-isopropyl-4-oxo-1,4-dihydroquinazolin-3(2H)-yl)-5-fluoronicotinonitrile C(C1=CC=CC=C1)OCC1=NN(C(N1CC)=O)C1=C(C=C2C(N(CN(C2=C1)C(C)C)C1=C(C=NC=C1C#N)F)=O)F